iron tris(5-methyl-2,4-hexanedione) CC(C(CC(C)=O)=O)C.CC(C(CC(C)=O)=O)C.CC(C(CC(C)=O)=O)C.[Fe]